S(O)(O)(=O)=O.S(=O)(=O)(O)O hydrogen sulfate (bisulfate)